(2S)-but-3-en-2-amine C[C@@H](C=C)N